4-(3-amino-1H-pyrazolo[4,3-b]pyridin-5-yl)-N-((1R,3S)-3-hydroxycyclopentyl)-3-methylbenzenesulfonamide NC1=NNC=2C1=NC(=CC2)C2=C(C=C(C=C2)S(=O)(=O)N[C@H]2C[C@H](CC2)O)C